NC1=NC=CC2=C1C(=NN2C2CC2)C2=CC=C(C=1N2C=CN1)NC(=O)NC1=CC(=C(C=C1)OC1CCN(CC1)C)C(F)(F)F 1-(5-(4-amino-1-cyclopropyl-1H-pyrazolo[4,3-c]pyridin-3-yl)imidazo[1,2-a]pyridin-8-yl)-3-(4-((1-methylpiperidin-4-yl)oxy)-3-(trifluorometh-yl)phenyl)urea